3-(9-((4-(aminomethyl)-2,6-dimethylphenyl)carbamoyl)-4,5-dihydrobenzo[b]thieno[2,3-d]oxepin-8-yl)-6-((4-cyanocyclohexyl)carbamoyl)picolinic acid NCC1=CC(=C(C(=C1)C)NC(=O)C1=CC2=C(OCCC3=C2SC=C3)C=C1C=1C(=NC(=CC1)C(NC1CCC(CC1)C#N)=O)C(=O)O)C